7-((4-(2-methyl-6-(methylcarbamoyl)pyridin-3-yl)piperazin-1-yl)methyl)-3-methylpyrrolo[1,2-a]quinoxalin-4(5H)-one CC1=NC(=CC=C1N1CCN(CC1)CC=1C=C2NC(C=3N(C2=CC1)C=CC3C)=O)C(NC)=O